6'-(3-(3-fluoropiperidine-1-carbonyl)quinolin-8-yl)-2'-methyl-spiro[cyclopropane-1,1'-isoindoline]-3'-one FC1CN(CCC1)C(=O)C=1C=NC2=C(C=CC=C2C1)C1=CC=C2C(N(C3(C2=C1)CC3)C)=O